5-(4-(3-butyramidobenzyl)piperazin-1-yl)-N,6-dimethylpicolinamide C(CCC)(=O)NC=1C=C(CN2CCN(CC2)C=2C=CC(=NC2C)C(=O)NC)C=CC1